4-(4-(diethylamino)styryl)-1-methylpyridine C(C)N(C1=CC=C(C=CC2=CCN(C=C2)C)C=C1)CC